FC(C=1C=C(C=C(C(=O)N)C1)F)F 5-(difluoromethyl)-3-fluorobenzamide